3-(3,5-dibromo-4-hydroxybenzoyl)-2-ethylbenzofuran-6-diazonium-4,5,7-d3 tetrafluoroborate F[B-](F)(F)F.BrC=1C=C(C(=O)C2=C(OC3=C2C(=C(C(=C3[2H])[N+]#N)[2H])[2H])CC)C=C(C1O)Br